N-((S)-2-((5-((R)-1-(5-chloro-2-carbonylpyridin-1(2H)-yl)-2-methoxyethyl)thiazol-2-yl)amino)-1-((1r,4S)-4-methylcyclohexyl)-2-carbonylethyl)-1-(ethyl-d5)-1H-pyrazole-5-carboxamide ClC=1C=CC(N(C1)[C@H](COC)C1=CN=C(S1)NC([C@H](C1CCC(CC1)C)NC(=O)C1=CC=NN1C(C([2H])([2H])[2H])([2H])[2H])=C=O)=C=O